N-[(4-hydroxy-1-{4-[(6-methyl-3-pyridinyl)oxy]benzyl}-2-oxo-1,2,5,6-tetrahydro-3-pyridinyl)carbonyl]glycine OC1=C(C(N(CC1)CC1=CC=C(C=C1)OC=1C=NC(=CC1)C)=O)C(=O)NCC(=O)O